(R)-4-(((6-(2-chloro-2'-methyl-3'-((2-methylpyrido[3,2-d]pyrimidin-4-yl)amino)-[1,1'-biphenyl]-3-yl)-2-methoxypyridin-3-yl)methyl)amino)-3-hydroxybutanoic acid ClC1=C(C=CC=C1C1=CC=C(C(=N1)OC)CNC[C@@H](CC(=O)O)O)C1=C(C(=CC=C1)NC=1C2=C(N=C(N1)C)C=CC=N2)C